C(C)(C)(C)O[C@H]1[C@@H](C[C@H]2N(CCC3=CC(=C(C=C23)OC)OCCF)C1)O (2R,3R,11bR)-3-(tert-butoxy)-9-(2-fluoroethoxy)-10-methoxy-1,3,4,6,7,11b-hexahydro-2H-pyrido[2,1-a]isoquinolin-2-ol